2-methoxyl-butenoic acid O(C)C(C(=O)O)=CC